1-(dimethylamino)propane-2-ol tert-Butyl-(2-(4-chloropicolinamido)propyl)carbamate C(C)(C)(C)N(C(=O)OC(CN(C)C)C)CC(C)NC(C1=NC=CC(=C1)Cl)=O